C(C)O\N=C(/CCC)\C=1C(CC(CC1O)C1CSCCC1)=O 2-[(E)-N-ethoxy-C-propylcarbonimidoyl]-3-hydroxy-5-(thian-3-yl)cyclohex-2-en-1-one